C[N+](CCCS(=O)(=O)O)(CC)C dimethylethyl-(3-sulfopropyl)ammonium